tert-butyl (S)-2-(4-(4-(3-guanidinoprop-1-yn-1-yl)phenyl)-2,3,9-trimethyl-6H-thieno[3,2-f][1,2,4]triazolo[4,3-a][1,4]diazepin-6-yl)acetate N(C(=N)N)CC#CC1=CC=C(C=C1)C1=N[C@H](C=2N(C3=C1C(=C(S3)C)C)C(=NN2)C)CC(=O)OC(C)(C)C